(R,E)-N-(4-((4-([1,2,4]triazolo[1,5-a]pyridin-7-yloxy)-2-methoxy-5-methylphenyl)amino)quinazolin-6-yl)-2-fluoro-3-(1-methylpyrrolidin-2-yl)acrylamide N=1C=NN2C1C=C(C=C2)OC2=CC(=C(C=C2C)NC2=NC=NC1=CC=C(C=C21)NC(/C(=C\[C@@H]2N(CCC2)C)/F)=O)OC